OC(C)(C)C1=CC=C(C(=O)N2CC3(C2)CC(C3)NC(=O)NCC3=CC=C(C=C3)OC)C=C1 1-(2-(4-(2-hydroxypropan-2-yl)benzoyl)-2-azaspiro[3.3]heptan-6-yl)-3-(4-methoxybenzyl)urea